tert-butyl N-(cyclobutylmethyl)-N-[1-[5-fluoro-1-[[4-(6-methoxy-1-tetrahydropyran-2-yl-indazol-4-yl) triazol-1-yl]methyl]-2-oxo-4-pyridyl]-3-piperidyl]carbamate C1(CCC1)CN(C(OC(C)(C)C)=O)C1CN(CCC1)C1=CC(N(C=C1F)CN1N=NC(=C1)C1=C2C=NN(C2=CC(=C1)OC)C1OCCCC1)=O